N-[(3S,4S)-3-methyl-4-piperidyl]-6-{3-[4-(N-methylcarbamoyl)-5-fluoro-2-anisidino]-1-propynyl}-1-(2,2,2-trifluoroethyl)-1H-1,3-benzimidazole-4-carboxamide C[C@H]1CNCC[C@@H]1NC(=O)C1=CC(=CC=2N(C=NC21)CC(F)(F)F)C#CCNC=2C(OC)=CC(=C(C2)C(NC)=O)F